C(C1=CC=CC=C1)(C1=CC=CC=C1)C1=NOC(=N1)[C@H](C)N1C(OC2=C(C1=O)N=CC=C2OC)=O (S)-3-(1-(3-benzhydryl-1,2,4-oxadiazol-5-yl)ethyl)-8-methoxy-2H-pyrido[2,3-e][1,3]oxazine-2,4(3H)-dione